4-((5,6,7,8-tetrahydronaphthalen-2-yl)oxy)-1H-1,2,3-triazole-5-carboxylic acid C1=C(C=CC=2CCCCC12)OC=1N=NNC1C(=O)O